2-Carboxy-5-chlorophenyl 3-[4-(4-chloro-3,5-difluorophenyl)-1H-1,2,3-triazol-1-yl]-3-deoxy-1-thio-α-D-galactopyranoside ClC1=C(C=C(C=C1F)C=1N=NN(C1)[C@@H]1[C@H]([C@@H](SC2=C(C=CC(=C2)Cl)C(=O)O)O[C@@H]([C@@H]1O)CO)O)F